COC1=CC=C(C=C1)S(=O)(=O)N (4-methoxyphenyl)sulfonamide